CC(C)C1CC=C(CC1)O 4-(1-methylethyl)-1-cyclohexen-1-ol